thymol 3,4,5-trimethoxycinnamate COC=1C=C(C=CC(=O)OC2=C(C=CC(=C2)C)C(C)C)C=C(C1OC)OC